2-(6,7-dimethoxy-1,5-naphthyridin-4-yl)-3-iodo-1H,5H,6H,7H-pyrrolo[3,2-c]pyridin-4-one COC=1N=C2C(=CC=NC2=CC1OC)C1=C(C=2C(NCCC2N1)=O)I